C(C)(C)(C)C=1C=C(COC2=CC=C(C=C2)NC(=O)N2CCN(CC2)CCC2=CC=NC=C2)C=C(C1)C(C)(C)C N-(4-((3,5-di-tert-butylbenzyl)oxy)phenyl)-4-(2-(pyridin-4-yl)ethyl)piperazine-1-carboxamide